C(C)(C)(C)OC(=O)NC(COS(=O)(=O)C)C=C methanesulfonic acid 2-((tert-butoxycarbonyl) amino)-but-3-en-1-yl ester